1,3-bis(2-methyl-5-nitroimidazol-1-yl)-2-propanol CC=1N(C(=CN1)[N+](=O)[O-])CC(CN1C(=NC=C1[N+](=O)[O-])C)O